[Sn].[Ba] Barium stannum